5-(N,N-dimethylsulfamoyl)-N-(4,5-dimethylthiazol-2-yl)nicotinamide CN(S(=O)(=O)C=1C=NC=C(C(=O)NC=2SC(=C(N2)C)C)C1)C